N-(5-bromo-2-methoxy-pyridin-3-yl)cyclohexanesulfonamide BrC=1C=C(C(=NC1)OC)NS(=O)(=O)C1CCCCC1